methyl 1-(3-(benzofuran-5-yl)-6-(3-methoxypropyl)pyrazin-2-yl)-2-methylpiperidine-4-carboxylate O1C=CC2=C1C=CC(=C2)C=2C(=NC(=CN2)CCCOC)N2C(CC(CC2)C(=O)OC)C